C12(C(=CC=C3C4=CC=CC=C4C=C13)N)C=CC=C1C3=CC=CC=C3C=C12 Spirobifluoren-Amin